(2R,5S)-2-(1-(3,5-difluorophenyl)-3-(6-fluoropyridin-3-yl)-1H-pyrazol-4-yl)-5-methyl-3-(2-(2-oxoindolin-5-yl)ethyl)oxazolidin-4-one FC=1C=C(C=C(C1)F)N1N=C(C(=C1)[C@H]1O[C@H](C(N1CCC=1C=C2CC(NC2=CC1)=O)=O)C)C=1C=NC(=CC1)F